ClC1=NC(=NC(=C1)Cl)C1=CN=C2N1C=C(N=C2)C(F)(F)F 3-(4,6-dichloropyrimidin-2-yl)-6-(trifluoromethyl)imidazo[1,2-a]pyrazine